(S)-8-fluoro-N-methyl-5,6-dihydro-4H-pyrrolo[3,2,1-ij]quinolin-5-amine FC=1C=C2C[C@@H](CN3C2=C(C1)C=C3)NC